C1CCC2=NC3=C(C(=C21)NC(=O)N[S@@](=O)(=N)C2=C(N=C(S2)C(C)(C)O)C(C)O)CCC3 (S)-N-((1,2,3,5,6,7-hexahydrodicyclopenta[b,e]pyridin-8-yl)carbamoyl)-4-(1-hydroxyethyl)-2-(2-hydroxypropan-2-yl)thiazole-5-sulfonimidamide